2-[2-[2-[2-[2-[2-[[5-[4-[6-(dimethylamino)-1,3-benzothiazol-2-yl]phenyl]pyridin-2-yl]amino]ethoxy]ethoxy]ethoxy]ethoxy]ethoxy]ethanoic acid TFA salt OC(=O)C(F)(F)F.CN(C1=CC2=C(N=C(S2)C2=CC=C(C=C2)C=2C=CC(=NC2)NCCOCCOCCOCCOCCOCC(=O)O)C=C1)C